tert-butyl 4-(4-chloropyrrolo[2,1-f][1,2,4]triazin-5-yl)-4-hydroxypiperidine-1-carboxylate ClC1=NC=NN2C1=C(C=C2)C2(CCN(CC2)C(=O)OC(C)(C)C)O